Cl.NCC1=CC=C(S1)C(CSC1=NC(=NC2=CC=CC=C12)C)=O 1-(5-(aminomethyl)thiophen-2-yl)-2-((2-methylquinazolin-4-yl)thio)ethan-1-one hydrochloride